3-(1-(3-chloro-phenyl)ethyl)urea ClC=1C=C(C=CC1)C(C)NC(N)=O